ClC1=CC=C(C=C1)C1=NN(C2=CC=C(C=C12)C(=O)NC=1C=CC(=C(C1)NC(C1=CC=C(C(=O)NC)C=C1)=O)C)C N1-(5-(3-(4-Chlorophenyl)-1-methyl-1H-indazole-5-carboxamido)-2-methylphenyl)-N4-methylterephthalamide